2-((4-((R)-3-(4-chloro-2-fluorophenyl)-4-methyl-3,4-dihydro-2H-benzo[b][1,4]oxaAzin-5-yl)piperidin-1-yl)methyl)-3-(((S)-oxetan-2-yl)methyl)-3H-imidazo[4,5-b]pyridine-5-Carboxylic acid ClC1=CC(=C(C=C1)[C@H]1N(C2=C(OC1)C=CC=C2C2CCN(CC2)CC2=NC=1C(=NC(=CC1)C(=O)O)N2C[C@H]2OCC2)C)F